C([2H])([2H])([2H])C1=NC=C2N1C1=CC=CC=C1C(N2)=O (methyl-d3)imidazo[1,5-a]quinazolin-5(4H)-one